diethyl 2-(6-bromohexyl)-2-fluoromalonate BrCCCCCCC(C(=O)OCC)(C(=O)OCC)F